7-methyl-2,3-dihydrobenzo[b][1,4]dioxin CC=1C=CC2=C(OCCO2)C1